ClC1=CC(=C(C=C1)C1=NC(=NC2=C1N=C(N(C2=O)C)C)N2CC(OCC2)C=2C=NN(C2)C(F)(F)F)F 8-(4-chloro-2-fluorophenyl)-2,3-dimethyl-6-(2-(1-(trifluoromethyl)-1H-pyrazol-4-yl)morpholino)pyrimido[5,4-d]pyrimidin-4(3H)-one